COC e-methyl ether